benzyl 4-(N-(tert-butoxycarbonyl)-2-(dimethylamino) ethylsulfonylamino)-benzoate C(C)(C)(C)OC(=O)N(C1=CC=C(C(=O)OCC2=CC=CC=C2)C=C1)S(=O)(=O)CCN(C)C